Cl.Cl.C1(=CC=CC=C1)O phenol, dihydrochloride